methyl (3S)-3-ethyl-5-fluoro-2-[(2-methyl-2-azabicyclo[2.1.1]hexan-4-yl)methyl]-3,4-dihydro-1H-isoquinoline-7-carboxylate C(C)[C@@H]1N(CC2=CC(=CC(=C2C1)F)C(=O)OC)CC12CN(C(C1)C2)C